N[C@@H](CCCCN)CO Lysinol